FC(C1=CC=C(CN2N=C(C3=CC=CC=C23)NC(=O)C2=CC=NO2)C=C1)(F)F N-(1-(4-(trifluoromethyl)benzyl)-1H-indazol-3-yl)isoxazole-5-carboxamide